CN1N=CC=2C1=NC(=CC2N2C[C@@H]([C@H](CC2)C2=CC=C(C=N2)N2CC(C2)(N)C)C)C 1-[6-[(3R,4S)-1-(1,6-dimethylpyrazolo[3,4-b]pyridin-4-yl)-3-methyl-4-piperidyl]-3-pyridyl]-3-methyl-azetidin-3-amine